C1(C(CCC1)=O)C1CCCC1 1,1'-Bicyclopentyl-2-one